N\C(\C1=CC=CC=C1)=N/C1=C(C=CC=C1)/C(=C(/C(=C(/C1=CC=CC=C1)\[Pd]Cl)/C1=CC=CC=C1)\C1=CC=CC=C1)/C1=CC=CC=C1 ((1Z,3E)-4-(2-(((Z)-amino(phenyl)methylene)amino)phenyl)-1,2,3,4-tetraphenylbuta-1,3-dien-1-yl)palladium(II) chloride